BrC1=CC(=C(C=C1)F)C(F)F 4-bromo-2-(difluoromethyl)-1-fluorobenzene